NC=1C=2N(C=C(N1)C)C(=NC2C2=C(C(=C(C=C2)NC(C(O)C2=CC(=CC=C2)F)=O)F)F)C N-(4-(8-amino-3,6-dimethyl-imidazo[1,5-a]pyrazin-1-yl)-2,3-difluoro-phenyl)-2-(3-fluorophenyl)-2-hydroxyacetamide